Cl.CN(C(=O)[C@@H]1CNCC[C@H]1NC(=O)C1=NOC(=C1)C1=C(C=C(C=C1)F)F)CCC1=CC=CC=C1 |r| rac-(3R,4R)-4-{[5-(2,4-difluoro-phenyl)-isoxazole-3-carbonyl]-amino}-piperidine-3-carboxylic acid methyl-phenethyl-amide hydrochloride